C(CCCCC(CCCC)C(=O)O)C(=O)O.C(C)NCC Diethylamine 1,6-decanedicarboxylate